C(C)(C)(C)OC(=O)N([C@@H](CC(N)=O)C(=O)O)C(C1=CC=CC=C1)(C1=CC=CC=C1)C1=CC=CC=C1 N2-(tert-butoxycarbonyl)-N-(triphenylmethyl)-L-asparagine